3-hydroxyheptadecanoic acid OC(CC(=O)O)CCCCCCCCCCCCCC